COC1=CC=C(CN(S(=O)(=O)CCC)CC2=CC=C(C=C2)OC)C=C1 N,N-BIS(4-METHOXYBENZYL)PROPANESULFONAMIDE